FC(C=1C=C(C=C(C1)C(F)(F)F)NC(=O)NCC=1SC=C2C1CN(C2=O)C2C(NC(CC2)=O)=O)(F)F 1-(3,5-bis(trifluoromethyl)phenyl)-3-((5-(2,6-dioxopiperidin-3-yl)-4-oxo-5,6-dihydro-4H-thieno[3,4-c]pyrrol-1-yl)methyl)urea